C(=O)(OC(C)(C)C)N1C2C(CCC1)CNC2 1-BOC-octahydro-pyrrolo[3,4-B]pyridine